O=C1C2=CC=CC=C2SC=2C(=CC=CC12)C(SC1=CC2=CC=CC=C2C=C1)=O S-(naphthalen-2-yl) 9-oxo-9H-thioxanthene-4-carbothioate